(E)-ethyl 3-(3-(4-chloro-2-methylphenyl)-2-ethyl-7-fluoro-4-oxo-3,4-dihydroquinazolin-6-yl)acrylate ClC1=CC(=C(C=C1)N1C(=NC2=CC(=C(C=C2C1=O)/C=C/C(=O)OCC)F)CC)C